OC=1C=C2CCN(C(C2=CC1O)C(C)C)C(NCCC1=CC=CC=C1)=S 6,7-dihydroxy-N-(2-phenylethyl)-1-(propan-2-yl)-1,2,3,4-tetrahydroisoquinoline-2-carbothioamide